1-(2,4,6-triisopropylphenylsulfonyl)imidazole C(C)(C)C1=C(C(=CC(=C1)C(C)C)C(C)C)S(=O)(=O)N1C=NC=C1